copper-molybdenum-vanadium-zirconium carbon [C].[Zr].[V].[Mo].[Cu]